3-Iodo-4-methyl-N-(3-(4-methyl-1H-imidazol-1-yl)-5-(trifluoromethyl)phenyl)Benzamide IC=1C=C(C(=O)NC2=CC(=CC(=C2)C(F)(F)F)N2C=NC(=C2)C)C=CC1C